O[C@H](CNC(OC(C)(C)C)=O)CO tert-butyl (R)-(2,3-dihydroxypropyl)carbamate